NC=1C=CC(C2=C(C=CC(C12)=O)N)=O 4,8-diamino-1,5-naphthoquinone